3-[6-bromo-3-[5-(dimethylamino)-3-pyridyl]-2,4-dioxo-thieno[3,2-d]pyrimidin-1-yl]propanenitrile BrC1=CC=2N(C(N(C(C2S1)=O)C=1C=NC=C(C1)N(C)C)=O)CCC#N